2,6-difluoro-4-[4-(4-propylphenyl)-phenyl]aniline FC1=C(N)C(=CC(=C1)C1=CC=C(C=C1)C1=CC=C(C=C1)CCC)F